ClC=1C=C(C=NC1)CN1N=C2N([C@H](C[C@H](C2)C(F)(F)F)C(=O)N2C[C@H](CC2)F)C1=O |&1:12,14| (5RS,7RS)-2-[(5-Chloropyridin-3-yl)methyl]-5-{[(3S)-3-fluoropyrrolidin-1-yl]carbonyl}-7-(trifluoromethyl)-5,6,7,8-tetrahydro[1,2,4]triazolo[4,3-a]pyridin-3(2H)-one